COCC=1C=C2C=C(N(C2=CC1)C)[Si](CC)(CC)CC 5-(Methoxymethyl)-1-methyl-2-(triethylsilyl)-1H-indole